C[Si](C)(C)OP(=O)(O[Si](C)(C)C)O[Si](C)(C)C.CN(C)CC(=O)N1CCC2=CC(=C(C=C12)NC=1N=C(C2=C(N1)NC=C2)NC2=C(C(=O)NC)C(=CC=C2)F)OC 2-[[2-[[1-[(Dimethylamino)ethanoyl]-5-(methyloxy)-2,3-dihydro-1H-indol-6-yl]amino]-7H-pyrrolo[2,3-d]pyrimidin-4-yl]amino]-6-fluoro-N-methylbenzamide tris(trimethylsilyl)phosphate